N-[3-[3-(7-azaspiro[3.5]nonan-2-yl)-4-oxo-quinazolin-6-yl]oxy-2-cyano-4-fluoro-phenyl]-3-fluoro-pyrrolidine-1-sulfonamide C1C(CC12CCNCC2)N2C=NC1=CC=C(C=C1C2=O)OC=2C(=C(C=CC2F)NS(=O)(=O)N2CC(CC2)F)C#N